COC(C1=C(C=CC(=C1)OC1=NC(=CC2=C1N(C=N2)C2CC2)Br)C)=O 5-((6-bromo-3-cyclopropyl-3H-imidazo[4,5-c]pyridin-4-yl)oxy)-2-methylbenzoic acid methyl ester